OC1=C(C=C(C=C1)[C@@H]1OC2=CC(=CC=C2C[C@@H]1O)O)C(F)(F)F (2S,3S)-2-(4-hydroxy-3-(trifluoromethyl)phenyl)chromane-3,7-diol